FC(OC1=CC=C(C=C1)C1=NC2=CC=CC=C2C(=N1)N1CCN(CC1)C(C=C)=O)(F)F 1-(4-(2-(4-(trifluoromethoxy)phenyl)quinazolin-4-yl)piperazin-1-yl)prop-2-en-1-one